C(C\C=C/CC)C1(CCCO1)C (Z)-5-(hex-3-en-1-yl)-5-methyloxolan